NC1=NN=C(S1)C1C(C1)C#N 2-(5-amino-1,3,4-thiadiazol-2-yl)cyclopropane-1-carbonitrile